3-(1-acetyl-4-ethoxypiperidin-4-yl)-5-chloro-8-(3-(diethylamino)prop-1-yn-1-yl)-1,7-dimethyl-1,6-naphthyridin-2(1H)-one C(C)(=O)N1CCC(CC1)(OCC)C=1C(N(C2=C(C(=NC(=C2C1)Cl)C)C#CCN(CC)CC)C)=O